tert-butyl 3-bromo-2-(tert-butoxycarbonylamino)-4,6,7,8-tetrahydropyrazolo[1,5-a][1,4]diazepine-5-carboxylate BrC=1C(=NN2C1CN(CCC2)C(=O)OC(C)(C)C)NC(=O)OC(C)(C)C